(R)-6-(2-((4,4-difluoro-1-(oxetan-3-yl)pyrrolidin-3-yl)amino)-6-fluoro-4-methoxypyrrolo[2,1-f][1,2,4]triazin-5-yl)-N-methylimidazo[1,2-a]pyridine-3-carboxamide FC1([C@@H](CN(C1)C1COC1)NC1=NN2C(C(=N1)OC)=C(C(=C2)F)C=2C=CC=1N(C2)C(=CN1)C(=O)NC)F